NC1=NC=CC=C1C1=NC=2C(=NC(=CC2)C2=CC=CC=C2)N1C1=CC=C(C=C1)C1CCN(CC1)C(C)C1=CC=C(C(=O)OC)C=C1 methyl 4-(1-(4-(4-(2-(2-aminopyridin-3-yl)-5-phenyl-3H-imidazo[4,5-b]pyridin-3-yl)phenyl)piperidin-1-yl)ethyl)benzoate